OC1=C(C(=CC(=C1CN(C(=O)N1CCC1)C)CCCCC)O)C1CCCC(=C1)C N-((2,6-dihydroxy-5'-methyl-4-pentyl-1',2',3',4'-tetrahydro-[1,1'-biphenyl]-3-yl)methyl)-N-methylazetidine-1-carboxamide